ClC1=C(C(=C2C=NN(C2=C1)C1OCCCC1)B1OC(C(O1)(C)C)(C)C)CCCC=1OC=C(N1)C1CN(CCO1)C(=O)OC(C)(C)C tert-Butyl 2-(2-(3-(6-chloro-1-(tetrahydro-2H-pyran-2-yl)-4-(4,4,5,5-tetramethyl-1,3,2-dioxaborolan-2-yl)-1H-indazol-5-yl)propyl)oxazol-4-yl)morpholine-4-carboxylate